N1=C(N=CC=C1)N1CCC2=CC=CC=C12 N-pyrimidyl-indoline